3-chloro-N-(4-fluoro-3-methoxyphenyl)propionamide ClCCC(=O)NC1=CC(=C(C=C1)F)OC